C1(CC1)N1C([C@]2(N[C@@H](C1)C2)C)=O (1S,5R)-3-cyclopropyl-1-methyl-3,6-diazabicyclo[3.1.1]heptan-2-one